C(C)N(CC(C#N)C)CCC=O 3-[ETHYL(3-OXOPROPYL)AMINO]-2-METHYLPROPANENITRILE